OC1(CC(C1)C(=O)N1CC2(C1)C[C@H](CC2)CC2=CC(=CC=C2)C(F)(F)F)C |r| (rac)-((1s,3s)-3-Hydroxy-3-methylcyclobutyl)(6-(3-(trifluoromethyl)benzyl)-2-azaspiro[3.4]octan-2-yl)methanone